C1=CC=CC=2C3=CC=CC=C3N(C12)C1=CC=C(C=C1)C1=C(C(=C(C(=C1C1=CC=C(C=C1)N1C2=CC=CC=C2C=2C=C(C=CC12)C)C1=CC=C(C=C1)N1C2=CC=CC=C2C=2C=C(C=CC12)C)C1=CC(=NC(=C1)C)C)C#N)C1=CC=C(C=C1)N1C2=CC=CC=C2C=2C=C(C=CC12)C 4-(9H-carbazol-9-yl)-4'-(2,6-dimethylpyridin-4-yl)-4''-(3-methyl-9H-carbazol-9-yl)-5',6'-bis(4-(3-methyl-9H-carbazol-9-yl)phenyl)-[1,1':2',1''-terphenyl]-3'-carbonitrile